FC=1C(=NC=CC1CN1CC(C(CC1)O)C)C=1C=C2CN(C(C2=CC1)=O)C1C(NC(CC1)=O)=O 3-(5-(3-fluoro-4-((4-hydroxy-3-methylpiperidin-1-yl)methyl)pyridin-2-yl)-1-oxoisoindolin-2-yl)piperidine-2,6-dione